6-((1S,2R,4R,5R)-2-benzyl-4-methyl-3-azabicyclo[3.1.0]hexan-3-yl)-4-morpholinopyridin-2(1H)-one C(C1=CC=CC=C1)[C@@H]1[C@H]2C[C@H]2[C@H](N1C1=CC(=CC(N1)=O)N1CCOCC1)C